ClC=1C=C2C=C(NC2=CC1OCCC1OCCC1)CNC(C)=O N-((5-chloro-6-(2-(tetrahydrofuran-2-yl)ethoxy)-1H-indol-2-yl)methyl)acetamide